methyl (S)-3-(4-bromophenyl)-3-((tert-butoxycarbonyl)amino)propanoate BrC1=CC=C(C=C1)[C@H](CC(=O)OC)NC(=O)OC(C)(C)C